N-((6S,7S)-6-([1,1'-biphenyl]-3-ylmethyl)-5-((S)-3-fluoro-2-hydroxypropanoyl)-5-azaspiro[2.4]heptan-7-yl)methanesulfonamide C1(=CC(=CC=C1)C[C@@H]1N(CC2(CC2)[C@@H]1NS(=O)(=O)C)C([C@@H](CF)O)=O)C1=CC=CC=C1